4-(2,3-dihydroxypropyl)-3-oxo-3,4-dihydropyrazine-2-carboxamide OC(CN1C(C(=NC=C1)C(=O)N)=O)CO